COC1=C(CN2C=NC3=CC=CC=C3C2=O)C=CC=C1 3-(2-methoxybenzyl)-4-oxo-3,4-dihydro-quinazolin